6-methyleneandrost-1,4-diene-3,17-dione C=C1C[C@H]2[C@@H]3CCC([C@@]3(C)CC[C@@H]2[C@]2(C=CC(C=C12)=O)C)=O